(difluoromethoxy)pyridin-3-amine FC(OC1=NC=CC=C1N)F